tert-butyl 3-hydroxy-3-(4-(4-(4-(trifluoromethyl)phenoxy)piperidine-1-carbonyl)phenyl)pyrrolidine-1-carboxylate OC1(CN(CC1)C(=O)OC(C)(C)C)C1=CC=C(C=C1)C(=O)N1CCC(CC1)OC1=CC=C(C=C1)C(F)(F)F